[I-].C(C1=CC=CC=C1)(=O)OC1=C(C=CC=C1)CC(=O)OC[N+]1(CCC=C(C1)C1=NSN=C1OCCCCCC)C 1-((2-(2-(benzoyloxy)phenyl)acetoxy)methyl)-5-(4-(hexyloxy)-1,2,5-thiadiazol-3-yl)-1-methyl-1,2,3,6-tetrahydropyridin-1-ium iodide